FC=1C=C(CNC2=C3C(N(C(=NC3=CC=C2)C)C2C(NC(CC2)=O)=O)=O)C=CC1CN1CC(C1)N1CCOCC1 3-(5-((3-fluoro-4-((3-morpholinoazetidin-1-yl)methyl)benzyl)amino)-2-methyl-4-oxoquinazolin-3(4H)-yl)piperidine-2,6-dione